tert-butyl 3-(4-(7-(4-((4-(2-(3-chloro-5-cyanophenyl)propan-2-yl)phenoxy)methyl)pyrimidin-2-yl)-2,7-diazaspiro[3.5]nonan-2-yl)piperidin-1-yl)azetidine-1-carboxylate ClC=1C=C(C=C(C1)C#N)C(C)(C)C1=CC=C(OCC2=NC(=NC=C2)N2CCC3(CN(C3)C3CCN(CC3)C3CN(C3)C(=O)OC(C)(C)C)CC2)C=C1